((1R,5S,6s)-3-(2-(cyclobutyl-(methyl)amino)-8,8-difluoro-5,6,7,8-tetrahydroquinazolin-4-yl)-3-azabicyclo[3.1.0]hexane-6-yl)acetic acid C1(CCC1)N(C1=NC=2C(CCCC2C(=N1)N1C[C@@H]2C([C@@H]2C1)CC(=O)O)(F)F)C